C(C1=CC=CC=C1)OC(=O)N[C@@H]1CC=CC[C@@H]1C(=O)OC Methyl (1S,6R)-6-{[(benzyloxy)carbonyl]amino}cyclohex-3-ene-1-carboxylate